C1=CC=NC2=C1[C@H]1[C@H](C[C@]3(CCCN13)CO)CO2 ((6aS,7aR,11aR)-6a,9,10,11a-tetrahydro-6H,7H-pyrido[3',2':5,6]pyrano[3,4-b]pyrrolizin-7a(8H)-yl)methanol